FCCOC=1C=C(C(=O)OC)C=C(C1[N+](=O)[O-])NC[C@H]1OCC1 Methyl (s)-3-(2-fluoroethoxy)-4-nitro-5-((oxetan-2-yl methyl)amino)benzoate